FC1(CN(CC1)CCNC(C1=CC(=CC(=C1)C(F)(F)F)NC(CC1=C(C=C(C=C1)C1=CNC(C=C1OCC)=O)F)=O)=O)F N-[2-(3,3-difluoropyrrolidin-1-yl)ethyl]-3-[[2-[4-(4-ethoxy-6-oxo-1H-pyridin-3-yl)-2-fluoro-phenyl]acetyl]amino]-5-(trifluoromethyl)benzamide